C1(CC1)C1=CC(=C(C(=C1)[N+](=O)[O-])N[C@H]1[C@H](CCCC1)NC(=O)C1=CC(NC2=C(C=CC=C12)F)=O)C(=O)N1CCOCC1 N-((1S,2R)-2-((4-cyclopropyl-2-(morpholine-4-carbonyl)-6-nitrophenyl)amino)cyclohexyl)-8-fluoro-2-oxo-1,2-dihydroquinoline-4-carboxamide